Cl.O1C=CC2=C1C=C(C=C2)C(=O)N2CC1(C2)CCNCC1 benzofuran-6-yl-(2,7-diazaspiro[3.5]nonan-2-yl)methanone hydrochloride